1-((1,2-dimethyl-1H-imidazol-5-yl)methyl)-1H-benzo[d]imidazole-6-carboxylic acid CN1C(=NC=C1CN1C=NC2=C1C=C(C=C2)C(=O)O)C